(trans-3-(3-cyclopropyl-4-(quinoxalin-2-yl)-1H-pyrazol-1-yl)cyclobutyl)methanamine C1(CC1)C1=NN(C=C1C1=NC2=CC=CC=C2N=C1)[C@@H]1C[C@H](C1)CN